methyl 4-(((1r,4r)-4-aminocyclohexyl)oxy)benzoate NC1CCC(CC1)OC1=CC=C(C(=O)OC)C=C1